C(C1=CC=CC=C1)ON1[C@@H]2CC[C@H](N(C1=O)C2)C(=O)NNC(=O)[C@@H]2N(C(CC2)=O)C(=O)OC(C)(C)C tert-butyl (2R)-2-[(2-{[(2S,5R)-6-benzyloxy-7-oxo-1,6-diazabicyclo[3.2.1]oct-2-yl]carbonyl}hydrazinyl)carbonyl]-5-oxopyrrolidine-1-carboxylate